3-vinyl-cyclohexene carbonate C(O)(O)=O.C(=C)C1C=CCCC1